2-(6-{5-chloro-2-[(oxacyclohex-4-yl)amino]pyrimidin-4-yl}-1-oxo-2,3-dihydro-1H-isoindol-2-yl)-2-methylpropionic acid tert-butyl ester C(C)(C)(C)OC(C(C)(C)N1C(C2=CC(=CC=C2C1)C1=NC(=NC=C1Cl)NC1CCOCC1)=O)=O